C(CCC)OC(=O)C1C2C3C4C=CC(C3C(C1)C2)C4 8-n-butyloxycarbonyl-tetracyclo[4.4.0.12,5.17,10]Dodec-3-ene